3-[2-fluoro-4-(trifluoromethyl)phenyl]quinolin-7-ol FC1=C(C=CC(=C1)C(F)(F)F)C=1C=NC2=CC(=CC=C2C1)O